1-(6-bromopyridin-2-yl)methanamine BrC1=CC=CC(=N1)CN